C(=O)[O-].C(C1=CC=CC=C1)OC(=O)N1CC[NH+](CC1)CC(=O)OC(C)(C)C 4-(2-tert-butoxy-2-oxo-ethyl)piperazine-4-ium-1-carboxylic acid benzyl ester formate